2,2',3,3',5',6'-hexahydro-1H-spiro[isoquinoline-4,4'-pyran]-1-one O1CCC2(CC1)CNC(C1=CC=CC=C12)=O